(4-(3,6-bis(phenyl-d5)-9H-carbazol-9-yl)phenyl)boronic acid C1(=C(C(=C(C(=C1[2H])[2H])[2H])[2H])[2H])C=1C=CC=2N(C3=CC=C(C=C3C2C1)C1=C(C(=C(C(=C1[2H])[2H])[2H])[2H])[2H])C1=CC=C(C=C1)B(O)O